C1(=C(C(=C(C(=C1[2H])[2H])[2H])[2H])[2H])C1C(NC(C(N1)=O)=CC=1N=CNC1C(C=C)(C)C)=O 3-(phenyl-2,3,4,5,6-d5)-methylene-6-((5-(tert-butyl)-1H-imidazol-4-yl)methylene)piperazine-2,5-dione